ClC=1C=C(C=CC1O)C[C@@H](CNC(C[C@@H](CC1CC1)C=1C=NC=NC1)=O)N(C)C (R)-N-((S)-3-(3-chloro-4-hydroxyphenyl)-2-(dimethylamino)propyl)-4-cyclopropyl-3-(pyrimidin-5-yl)butanamide